1,3-bis(2,6-diisopropylphenyl)imidazo[4,5-b]pyrazin-3-ium chloride [Cl-].C(C)(C)C1=C(C(=CC=C1)C(C)C)N1C=[N+](C=2C1=NC=CN2)C2=C(C=CC=C2C(C)C)C(C)C